(S)-1-(2-chloropyrrolo[2,1-f][1,2,4]triazin-4-yl)pyrrolidine-2-carboxamide ClC1=NN2C(C(=N1)N1[C@@H](CCC1)C(=O)N)=CC=C2